C(C)(C)(C)C1=CC=C(C=C1)C#C[Si](C)(C)C ((4-(tert-butyl)phenyl)ethynyl)trimethylsilane